tert-butyl 4-[methoxy(methyl)carbamoyl]-4-methylpiperidine-1-carboxylate CON(C(=O)C1(CCN(CC1)C(=O)OC(C)(C)C)C)C